(S)-5-amino-3-(1-amino-1,3-dihydrospiro[indene-2,4'-piperidine]-1'-yl)-6-((2-amino-3-chloropyridin-4-yl)sulfanyl)pyrazine-2-carboxamide NC=1N=C(C(=NC1SC1=C(C(=NC=C1)N)Cl)C(=O)N)N1CCC2(CC1)[C@@H](C1=CC=CC=C1C2)N